[Na+].CNC(=O)C1=CC=C(C=C1)C1=C(N(C=C1)S(N)(=O)=O)C(=O)[O-] 3-[4-(Methylcarbamoyl)phenyl]-1-sulfamoyl-pyrrole-2-carboxylic acid, sodium salt